4-[(1S,4S,5R)-5-[[3-(2-chloro-6-fluorophenyl)-5-cyclopropyl-1,2-oxazol-4-yl]methoxy]-2-azabicyclo[2.2.1]heptan-2-yl]-3-fluorobenzoic acid ClC1=C(C(=CC=C1)F)C1=NOC(=C1CO[C@H]1[C@@H]2CN([C@H](C1)C2)C2=C(C=C(C(=O)O)C=C2)F)C2CC2